CC1=CC(=NN1C1=CC=C(C=C1)OC(F)(F)F)N1CCN(CC1)CCN1CCOCC1 4-[2-[4-[5-methyl-1-[4-(trifluoromethoxy)phenyl]pyrazol-3-yl]piperazin-1-yl]ethyl]morpholine